(2S,5R)-N-{[(2S,4S)-4-(2H-tetrazol-2-ylmethyl)-pyrrolidin-2-yl]methyloxy}-7-oxo-6-(sulfooxy)-1,6-diazabicyclo[3.2.1]octane-2-carboxamide N=1N(N=NC1)C[C@H]1C[C@H](NC1)CONC(=O)[C@H]1N2C(N([C@H](CC1)C2)OS(=O)(=O)O)=O